3-cyclohexyl-6-fluoro-7-methyl-3-(4-(4,4,5,5-tetramethyl-1,3,2-dioxaborolan-2-yl)phenyl)indolin-2-one C1(CCCCC1)C1(C(NC2=C(C(=CC=C12)F)C)=O)C1=CC=C(C=C1)B1OC(C(O1)(C)C)(C)C